(E)-N-(3-fluorophenyl)-3-(1H-indol-3-yl)acrylamide FC=1C=C(C=CC1)NC(\C=C\C1=CNC2=CC=CC=C12)=O